ClC=1C=C(CNC2=CC(=NC=3N2N=CC3C#N)N[C@@H]3CNCCC3)C=CC1 (S)-7-((3-chlorobenzyl)amino)-5-((piperidin-3-yl)amino)pyrazolo[1,5-a]pyrimidine-3-carbonitrile